2,6-bis(isocyanatomethyl)-bicyclo[2.2.1]-heptane N(=C=O)CC1C2C(CC(C1)C2)CN=C=O